ethylthioisonicotinamide C(C)C1=C(C(=S)N)C=CN=C1